C1(=CC=CC=C1)[C@H]1CC[C@H](CC1)OCC(S(=O)(=O)N)C=1C=NC=CC1 ((CIS)-4-phenylcyclohexyloxy)methylpyridin-3-ylmethanesulfonamide